3-oxo-4-(4-bromophenyl)-3,4-dihydropyrazine-2-carboxamide O=C1C(=NC=CN1C1=CC=C(C=C1)Br)C(=O)N